C(C)C(CC)N1N=CC=2N=C(N=C(C21)N[C@H](C)C=2C=NC1=CC=C(C=C1C2)F)N2CCN(CC2)C(C)=O 1-(4-{1-(1-ethyl-propyl)-7-[(R)-1-(6-fluoro-quinolin-3-yl)-ethylamino]-1H-pyrazolo[4,3-d]pyrimidin-5-yl}-piperazin-1-yl)-ethanone